(2s,4r)-2-amino-4-[[2-chloro-5-(trifluoromethyl)phenyl]thio]-5-thiazolbutanol NC=1SC(=C(N1)SC1=C(C=CC(=C1)C(F)(F)F)Cl)CCCCO